3-bromo-4-(4-bromophenyl)-1-methyl-1-azaspiro[4.5]deca-3,6,9-triene-2,8-dione BrC=1C(N(C2(C1C1=CC=C(C=C1)Br)C=CC(C=C2)=O)C)=O